6-bromo-1-(2,2,2-trifluoroethyl)pyrrolo[3,2-c]pyridine BrC1=CC2=C(C=N1)C=CN2CC(F)(F)F